C1(=CC=CC=C1)C=1C=C2C=NC(=NC2=C(C1)O)NC1=CC=CC=C1 6-phenyl-2-(phenylamino)quinazolin-8-ol